di(methylcyclopentadienyl)cobalt CC1(C=CC=C1)[Co]C1(C=CC=C1)C